CC1(CC(CN)=CC(C1)(C)C)C 3,3,5,5-Tetramethylbenzylamine